ClC1=CC=C(OC(CO)C)C=C1 2-(4-chlorophenoxy)-propanol